4-(5-(((tert-butylsulfinyl)imino)(4-fluorophenyl)methyl)-pyrimidin-2-yl)piperazine C(C)(C)(C)S(=O)N=C(C=1C=NC(=NC1)N1CCNCC1)C1=CC=C(C=C1)F